Ethyl-(naphthyl)dimethoxysilane C(C)[Si](OC)(OC)C1=CC=CC2=CC=CC=C12